2-(2-(4-dibenzo[b,f][1,4]thiazepine-11-yl-1-piperazinyl)ethoxy)ethanol C1=CC=CC2=C1C(=NC1=C(S2)C=CC=C1)N1CCN(CC1)CCOCCO